C(C)(C)(C)OOC(C#COOC(C)(C)C)CCC Di-(t-butylperoxy)hexyne